C(#C)[C@@H]1CN=C2N1C1=CC=C(C=C1C(N2C([2H])([2H])C=2C=NN(C2)C)=O)S(=O)(=O)NC2(CC2)C (R)-1-ethynyl-4-((1-methyl-1H-pyrazol-4-yl)methyl-d2)-N-(1-methylcyclopropyl)-5-oxo-1,2,4,5-tetrahydroimidazo[1,2-a]quinazoline-7-sulfonamide